tert-butyl N-(3-{[(tert-butoxy) carbonyl] ({2-[(4-{[6-(5-chloro-2-fluorophenyl) pyridazin-4-yl] amino} pyridin-2-yl) carbamoyl] ethyl}) amino} propyl)-N-methylcarbamate C(C)(C)(C)OC(=O)N(CCCN(C(OC(C)(C)C)=O)C)CCC(NC1=NC=CC(=C1)NC1=CN=NC(=C1)C1=C(C=CC(=C1)Cl)F)=O